4-(3-bromo-4-fluorophenyl)-3-(4-((2-hydroxyethyl)amino)-1,2,5-oxadiazol-3-yl)propane BrC=1C=C(C=CC1F)C1(C(=NON1)CCC)NCCO